FC=1C=C2C(C(=C(C(C2=CC1F)=O)C)CC1=NC=C(C=C1)C(F)(F)F)=O 6,7-difluoro-2-methyl-3-((5-(trifluoromethyl)pyridin-2-yl)methyl)naphthalene-1,4-dione